N1(CCC1)C1=CN(C=2N=CN=C(C21)N2[C@H](CN(CC2)C(=O)OC(C)(C)C)C)C2=CC(=CC=C2)F tert-Butyl (S)-4-(5-(azetidin-1-yl)-7-(3-fluorophenyl)-7H-pyrrolo[2,3-d]pyrimidin-4-yl)-3-methylpiperazine-1-carboxylate